3-ethynylpicolinic acid tert-butyl ester C(C)(C)(C)OC(C1=NC=CC=C1C#C)=O